1-[2,4-bis(trifluoromethyl)phenyl]-N-[(3R,5R)-5-fluoro-1-methylpiperidin-3-yl]pyrrolo[1,2-d][1,2,4]triazin-4-amine FC(C1=C(C=CC(=C1)C(F)(F)F)C=1C=2N(C(=NN1)N[C@H]1CN(C[C@@H](C1)F)C)C=CC2)(F)F